FC1=C(C(=O)N[C@H](C)C=2C=NC(=NC2)C(F)(F)F)C=C(C=C1C=1SC(=CN1)C)O[C@@H](C)[C@@H](C)O 2-fluoro-5-(((2S,3R)-3-hydroxybut-2-yl)oxy)-3-(5-methylthiazol-2-yl)-N-((R)-1-(2-(trifluoromethyl)pyrimidin-5-yl)ethyl)benzamide